chloro-4-[(3,5-difluoropyridin-2-yl)methoxy]-2'-[2-(3-hydroxycyclobutyl)pyrimidin-4-yl]-5',6-dimethyl-[1,4'-bipyridin]-2-one ClC=1C(N(C(=CC1OCC1=NC=C(C=C1F)F)C)C1=CC(=NC=C1C)C1=NC(=NC=C1)C1CC(C1)O)=O